NC1=C(C=C(C=C1)S(=O)(C1CC1)=NC(OC(C)(C)C)=O)OC tert-butyl ((4-amino-3-methoxyphenyl)(cyclopropyl)(oxo)-λ6-sulfaneylidene)carbamate